3-[(1-phenyl-4-piperidinyl)oxy]piperidine-2,6-dione C1(=CC=CC=C1)N1CCC(CC1)OC1C(NC(CC1)=O)=O